ClC1=NC=CC(=C1)C=1CC=NCC1 2'-chloro-3,6-dihydro-[4,4'-bipyridine]